ClC=1C=CC(=C(CN(C(=O)C2COCC2)C2CC3=CC=C(C=C3C2)S(=O)(=O)NCCC)C1)OCCOC N-(5-chloro-2-(2-methoxyethoxy)benzyl)-N-(5-(N-propylaminosulfonyl)-2,3-dihydro-1H-inden-2-yl)tetrahydrofuran-3-carboxamide